N-undecylnonane-1,9-diamine C(CCCCCCCCCC)NCCCCCCCCCN